5-(1-(2,2-difluoroethyl)-2-methyl-1H-imidazo[4,5-b]pyridin-6-yl)-N-(1-(3,3,3-trifluoropropyl)piperidin-4-yl)pyrrolo[2,1-f][1,2,4]triazin-2-amine FC(CN1C(=NC2=NC=C(C=C21)C=2C=CN1N=C(N=CC12)NC1CCN(CC1)CCC(F)(F)F)C)F